3-((3S,4S)-4-amino-3-methyl-2-oxa-8-azaspiro[4.5]decan-8-yl)-6-((2,3-difluorophenyl)thio)pyrazin-2(1H)-one N[C@@H]1[C@@H](OCC12CCN(CC2)C=2C(NC(=CN2)SC2=C(C(=CC=C2)F)F)=O)C